BrC1=C(N=C(N1CC(=O)N1CCN(CC1)C(=O)OC(C)(C)C)C1=CC=C(C=C1)OC)C1=CC=C(C=C1)Cl tert-butyl 4-{2-[5-bromo-4-(4-chlorophenyl)-2-(4-methoxyphenyl)-1H-imidazol-1-yl]acetyl}piperazine-1-carboxylate